(E)-3,7-dimethylocta-2,6-dien-1-yl 2-bromo-4-chlorobenzoate BrC1=C(C(=O)OC\C=C(\CCC=C(C)C)/C)C=CC(=C1)Cl